CC1(CC(C2=CC=CC=C12)(C1=CC=C(C=C1)C(C(C)(C)O)=O)C)C 1,1,3-trimethyl-3-(4-(2-hydroxy-2-methyl-1-oxopropyl)-phenyl)-1H-indene